[Si](C)(C)(C(C)(C)C)OCC1=NC(=CC(=C1)NC(OCC1=CC=CC=C1)=O)CO[Si](C)(C)C(C)(C)C Benzyl (2,6-bis(((tert-butyldimethylsilyl)oxy)methyl)pyridin-4-yl)carbamate